3-[4-(3,4-difluorophenyl)-8-hydroxy-3-tetrahydropyran-4-yl-1-isoquinolinyl]benzoic acid tert-butyl ester C(C)(C)(C)OC(C1=CC(=CC=C1)C1=NC(=C(C2=CC=CC(=C12)O)C1=CC(=C(C=C1)F)F)C1CCOCC1)=O